FC=1C=C(C=C(C1F)OC)C=1N=NN(C1)[C@@H]1[C@H]([C@@H](O[C@H]2[C@@H]1OC(OC2)(C)C)C(=O)O)OC (4aR,6R,7R,8R,8aR)-8-(4-(3,4-difluoro-5-methoxyphenyl)-1H-1,2,3-triazol-1-yl)-7-methoxy-2,2-dimethylhexahydropyrano[3,2-d][1,3]dioxine-6-carboxylic acid